BrC1=C(C(=O)OC)C=CC(=C1)C(F)(F)F Methyl 2-bromo-4-(trifluoromethyl)benzoate